C(N)(=O)C1=CC=C(C(=C1C1=CC(=CC=C1Cl)C(CN(C(OC(C)(C)C)=O)C1CCC(CC1)C(=O)N1CCOCC1)C1=CC=CC=C1)F)OCCOC tert-butyl (2-(6'-carbamoyl-6-chloro-2'-fluoro-3'-(2-methoxyethoxy)-[1,1'-biphenyl]-3-yl)-2-phenylethyl)((1r,4r)-4-(morpholine-4-carbonyl)cyclohexyl)carbamate